C(C)(=O)CC(C)=O (acetyl)Acetone